CNCC1C(CCCC1)(O)C1=CC=C(C=C1)F 2-((methylamino)methyl)-1-(4-fluorophenyl)cyclohexane-1-ol